2-{1-[2,6-difluoro-4-(6-isopropylamino-pyrazin-2-yl)phenyl]pyrrolidin-3-yl}acetic acid FC1=C(C(=CC(=C1)C1=NC(=CN=C1)NC(C)C)F)N1CC(CC1)CC(=O)O